COC1=NC=CC(=C1)C(C(=O)N1C[C@]2(CC1)NC1=NC(=C(C=C1CC2)C=2N=NN(N2)C)C)C 2-(2-methoxypyridin-4-yl)-1-[(2S)-7-methyl-6-(2-methyl-2H-tetrazol-5-yl)-3,4-dihydro-1H-spiro[1,8-naphthyridine-2,3'-pyrrolidin]-1'-yl]propan-1-one